CC=1C=CC=2N(C3=CC=C(C=C3C2C1)C)C1=CC=C(C=C1)C1=C(C(=C(C(=C1C1=CC=C(C=C1)N1C2=CC=C(C=C2C=2C=C(C=CC12)C)C)C=1C=NC=CC1)C1=CC=C(C=C1)N1C2=CC=C(C=C2C=2C=C(C=CC12)C)C)C#N)C1=CC=C(C=C1)N1C2=CC=C(C=C2C=2C=C(C=CC12)C)C 4,4''-bis(3,6-dimethyl-9H-carbazol-9-yl)-4',6'-bis(4-(3,6-dimethyl-9H-carbazol-9-yl)phenyl)-5'-(pyridin-3-yl)-[1,1':2',1''-terphenyl]-3'-carbonitrile